CON=C(C)C1CCN(CC1)C1CCN(CCC1)C(=O)OCC ethyl 4-{4-[N-methoxyethanimidoyl]piperidin-1-yl}azepane-1-carboxylate